BrC1=CC=2N(C=C1)C=C(N2)C(C)(C)O 2-(7-Bromoimidazo[1,2-a]pyridin-2-yl)propan-2-ol